FC1=CC=CC=2C(=N[C@H](C3(CC3)OC21)C)C=2C=NC1=CC=CC=C1C2 (3S)-9-fluoro-3-methyl-5-(3-quinolyl)spiro[3H-1,4-benzoxazepine-2,1'-cyclopropane]